3,3-dimethylcyclopentanol CC1(CC(CC1)O)C